N-(4-bromo-2-propionylphenyl)-2-(4-(methylsulfonyl)phenyl)acetamide tert-butyl-4-(2-((6-bromobenzo[d]thiazol-2-yl)amino)ethyl)piperazine-1-carboxylate C(C)(C)(C)OC(=O)N1CCN(CC1)CCNC=1SC2=C(N1)C=CC(=C2)Br.BrC2=CC(=C(C=C2)NC(CC2=CC=C(C=C2)S(=O)(=O)C)=O)C(CC)=O